(1S,2R)-2-((((di-tert-butoxyphosphoryl)oxy)methoxy)carbonyl)cyclopropane-1-carboxylic acid C(C)(C)(C)OP(=O)(OC(C)(C)C)OCOC(=O)[C@H]1[C@H](C1)C(=O)O